7-(4-(isopropylamino)-5-(5-((1R,5S,8s)-8-(2-oxooxazolidin-3-yl)-3-azabicyclo[3.2.1]octan-3-yl)-1,3,4-thiadiazol-2-yl)pyridin-2-yl)pyrrolo[1,2-b]pyridazine-3-carbonitrile C(C)(C)NC1=CC(=NC=C1C=1SC(=NN1)N1C[C@H]2CC[C@@H](C1)C2N2C(OCC2)=O)C2=CC=C1N2N=CC(=C1)C#N